(S)-3-(8-(2,6-dichloro-4-fluorophenyl)quinolin-5-yl)-2-(2,6-difluorobenzoylamino)propionic acid ClC1=C(C(=CC(=C1)F)Cl)C=1C=CC(=C2C=CC=NC12)C[C@@H](C(=O)O)NC(C1=C(C=CC=C1F)F)=O